methylaluminum bis(hexanoate) C(CCCCC)(=O)[O-].C(CCCCC)(=O)[O-].C[Al+2]